8-(1-(oxetan-3-yl)-1H-pyrazolo[3,4-b]pyrazin-6-yl)-2-(6-(trifluoromethyl)pyridin-3-yl)-2,8-diazaspiro[4.5]decan-3-one O1CC(C1)N1N=CC=2C1=NC(=CN2)N2CCC1(CC(N(C1)C=1C=NC(=CC1)C(F)(F)F)=O)CC2